ClC=1N=C(C=2N(C1)N=CC2C)N2C([C@]([C@@H](C2)C)(C#N)C2CC2)=O (3R,4S)-1-(6-chloro-3-methylpyrazolo[1,5-a]pyrazin-4-yl)-3-cyclopropyl-4-methyl-2-oxopyrrolidine-3-carbonitrile